Br.BrC=1C=C(C(=O)C=2C=C3C(=CNC3=CC2)C2=CCN3CCCC3C2)C=CC1 5-(3-bromobenzoyl)-3-(1,2,3,4,5,8-hexahydroindolizin-7-yl)-1H-indole hydrobromide